4-(4-amino-5-(3-aminopiperidin-1-yl)pyrrolo[2,1-f][1,2,4]triazin-7-yl)-2-fluorobenzamide NC1=NC=NN2C1=C(C=C2C2=CC(=C(C(=O)N)C=C2)F)N2CC(CCC2)N